N1C(=NC2=C1C=CC=C2)C2=CC(=NN2CC2=CC=C(C=C2)OC)NC(=O)C=2C=CC(=NC2)OCC(=O)OCC ethyl 2-[[5-[[5-(1H-benzimidazol-2-yl)-1-[(4-methoxyphenyl)methyl]pyrazol-3-yl]carbamoyl]-2-pyridyl]oxy]acetate